P1(=O)(O)OC2=C(C3=CC=CC=C3C=C2[Si](C2=CC=CC=C2)(C2=CC=CC=C2)C2=CC=CC=C2)C2=C(C(=CC3=CC=CC=C23)[Si](C2=CC=CC=C2)(C2=CC=CC=C2)C2=CC=CC=C2)O1 (R)-(-)-3,3'-Bis(triphenylsilyl)-1,1-binaphthyl-2,2'-diyl hydrogen-phosphate